NC=1SCC2(N1)COCC1=CC=C(C=C12)NC(C1=NC=C(C=C1Cl)C)=O N-(2'-amino-5'H-spiro[isochroman-4,4'-thiazol]-6-yl)-3-chloro-5-methyl-picolinamide